dimethylbenzenediglycidyl ether CC=1C(=C2C(=CC1)C1C(COCC3C2O3)O1)C